(2RS)-2-[6-[2-(6-Amino-3-pyridyl)ethynyl]-1-oxo-isoindolin-2-yl]-2-(5-chloro-2-methoxy-phenyl)-N-thiazol-2-yl-acetamide NC1=CC=C(C=N1)C#CC1=CC=C2CN(C(C2=C1)=O)[C@@H](C(=O)NC=1SC=CN1)C1=C(C=CC(=C1)Cl)OC |r|